tert-butyl 2-(2-(4-((tert-butyldimethylsilyl)oxy)-2-methylbutan-2-yl)-3-hydroxy-5-methylphenyl)acetate [Si](C)(C)(C(C)(C)C)OCCC(C)(C)C1=C(C=C(C=C1O)C)CC(=O)OC(C)(C)C